1,2-di-octanoyl-glycero-3-phosphorylcholine C(CCCCCCC)(=O)OCC(OC(CCCCCCC)=O)COP(=O)(O)OCC[N+](C)(C)C